[OH-].C[N+]1=CN(C=C1)C=C 3-methyl-1-vinyl-1H-imidazolium hydroxide